Thiodiethylen-bis[3-[3,5-di-tert-butyl-4-hydroxyphenyl]propionat] S(CCC(C(=O)[O-])CC1=CC(=C(C(=C1)C(C)(C)C)O)C(C)(C)C)CCC(C(=O)[O-])CC1=CC(=C(C(=C1)C(C)(C)C)O)C(C)(C)C